12-hydroxystearyl isostearate C(CCCCCCCCCCCCCCC(C)C)(=O)OCCCCCCCCCCCC(CCCCCC)O